[SH2]1CCNCC2=C1C=CC=C2 1,2,3,5-tetrahydro-4H-1λ4-benzo[f][1,4]thiazepine